FC1=CC=2C=C3N(C2C=C1)CCOCC3 9-fluoro-1,2,4,5-tetrahydro-[1,4]oxazepino[4,5-a]indole